CS(=O)(=O)N1C=C(C=C1)C(=O)NCC(NC=1SC=C(N1)C1=CC(=CC=C1)B1OC(C(O1)(C)C)(C)C)=O 1-methylsulfonyl-N-[2-oxo-2-[[4-[3-(4,4,5,5-tetramethyl-1,3,2-dioxaborolan-2-yl)phenyl]thiazol-2-yl]amino]ethyl]pyrrole-3-carboxamide